C(C)S(=O)(=O)N1CCN(CC1)CCC (S)-1-(4-(ethylsulfonyl)piperazin-1-yl)propane